5-(isoxazol-4-yl)-3-(1-cyclopropylpiperidin-4-yl)4-aza-1H-indole O1N=CC(=C1)C=1N=C2C(=CNC2=CC1)C1CCN(CC1)C1CC1